cis-3-(3-((tert-butyldimethylsilyl)oxy)propoxy)-5-methyl-1-(2-methyltetra-hydro-2H-pyran-4-yl)-4-nitro-1H-pyrazole [Si](C)(C)(C(C)(C)C)OCCCOC1=NN(C(=C1[N+](=O)[O-])C)[C@@H]1C[C@@H](OCC1)C